pentan-3-yl ((perfluorophenoxy)(phenoxy)phosphoryl)-L-alaninate FC1=C(OP(=O)(OC2=CC=CC=C2)N[C@@H](C)C(=O)OC(CC)CC)C(=C(C(=C1F)F)F)F